5-(1-cyclopropyl-2-methyl-1H-imidazo[4,5-b]pyridin-6-yl)-4-(3-fluoropyrrolidin-1-yl)-N-(1-methylpyrazol-4-yl)pyrrolo[2,1-f][1,2,4]triazin-2-amine C1(CC1)N1C(=NC2=NC=C(C=C21)C=2C=CN1N=C(N=C(C12)N1CC(CC1)F)NC=1C=NN(C1)C)C